C(OCC1CCOCC1)(=S)SC S-methyl O-((tetrahydro-2H-pyran-4-yl)methyl) carbonodithioate